2-(2-pyridyl)-ethanol N1=C(C=CC=C1)CCO